C(CCC)[Si](C1=CC=C(C=C1)P(N(C(C1=CC=CC=C1)=O)P(C1=C(C=CC=C1)[Si](C)(C)C)C1=CC=C(C=C1)[Si](CCCC)(CCCC)CCCC)C1=C(C=CC=C1)[Si](C)(C)C)(CCCC)CCCC N,N-bis((4-(tributylsilyl)phenyl)(2-(trimethylsilyl)phenyl)phosphaneyl)benzamide